BrC=1C(=CC2=C(N(C(N2CC2=NC=C(C=C2)C(=O)NN)=O)[C@@H]2CN(CCC2)C(=O)OC(C)(C)C)C1)F tert-butyl (S)-3-(6-bromo-5-fluoro-3-((5-(hydrazinecarbonyl)pyridine-2-yl)methyl)-2-oxo-2,3-dihydro-1H-benzo[d]imidazole-1-yl)piperidine-1-carboxylate